6α,9α-difluoro-11β,21-dihydroxy-16α-methyl-pregna-1,4-diene-3,20-dione F[C@H]1C[C@H]2[C@@H]3C[C@H]([C@H](C(CO)=O)[C@]3(C[C@@H]([C@@]2([C@]2(C=CC(C=C12)=O)C)F)O)C)C